N-TERT-BUTYL-2-(5-FORMYL-2-METHOXYPHENOXY)ACETAMIDE C(C)(C)(C)NC(COC1=C(C=CC(=C1)C=O)OC)=O